N1(C=NC=C1)C=1C=CC(=C(C1)O)C=1N=NC(=CC1)N([C@@H]1[C@]2(CN([C@@](C1)(C2)C)C)C)C 5-(1H-imidazol-1-yl)-2-(6-(methyl((1R,4R,5S)-1,2,4-trimethyl-2-azabicyclo[2.2.1]heptan-5-yl)amino)pyridazin-3-yl)phenol